N-(3-(6-amino-5-(2-(N-ethylacrylamido)ethoxy)pyrimidin-4-yl)-5-fluoro-2-methylphenyl)4-cyclopropyl-2-fluorobenzamide NC1=C(C(=NC=N1)C=1C(=C(C=C(C1)F)NC(C1=C(C=C(C=C1)C1CC1)F)=O)C)OCCN(C(C=C)=O)CC